1-nitrosooctahydro-1H-pyrrolo[4,3-b]pyridine N(=O)N1C2C(CCC1)CNC2